CN(C=1C=2N=CN([C@H]3[C@H](O)[C@H](O)[C@@H](CO)O3)C2N=CN1)C anti-N6,N6-dimethyladenosine